CC1=CC(=NC(=C1)C)NC1=CC(=CC=2N(C(=NC21)C=2C=NOC2)C)C2=CC=C(C=C2)N2CCN(CC2)C(C)C N-(4,6-dimethylpyridin-2-yl)-6-(4-(4-isopropylpiperazin-1-yl)phenyl)-2-(isoxazol-4-yl)-1-methyl-1H-benzo[d]imidazol-4-amine